(trimethylsilyl)malonate C[Si](C)(C)C(C(=O)[O-])C(=O)[O-]